methyl 6-(trans-4-methylcyclohexyl)-5-oxo-6,7,8,9-tetrahydro-5H-benzo[7]annulene-2-carboxylate C[C@@H]1CC[C@H](CC1)C1C(C2=C(CCC1)C=C(C=C2)C(=O)OC)=O